(S)-N-(5-(2,4-difluorophenoxy)pyrazin-2-yl)-2-(3,3-dimethyl-4-(1-methyl-7-oxo-6,7-dihydro-1H-pyrazolo[4,3-d]pyrimidine-3-carbonyl)piperazin-1-yl)propenamide FC1=C(OC=2N=CC(=NC2)NC(C(=C)N2CC(N(CC2)C(=O)C2=NN(C3=C2N=CNC3=O)C)(C)C)=O)C=CC(=C1)F